O=C1N(C(C=C1)=O)CCN(CCC(=O)O)C 3-((2-(2,5-dioxo-2,5-dihydro-1H-pyrrol-1-yl)ethyl)(methyl)amino)propanoic acid